1-[(3s,5r)-5-(methoxymethyl)-1-(prop-2-enoyl)pyrrolidin-3-yl]-3-[2-(1-methyl-1,3-benzodiazol-5-yl)ethynyl]-5-(methylamino)pyrazole-4-carboxamide COC[C@H]1C[C@@H](CN1C(C=C)=O)N1N=C(C(=C1NC)C(=O)N)C#CC1=CC2=C(N(C=N2)C)C=C1